COC1=CC=C(C=C1)CNCC=1C=C(N(C)C)C=CC1 3-[[(4-methoxyphenyl)methylamino]methyl]-N,N-dimethyl-aniline